4-[3-(5-fluoro-2-pyridinyl)-1-methyl-pyrazol-4-yl]-1H-pyrrolo[2,3-b]Pyridine-6-amine FC=1C=CC(=NC1)C1=NN(C=C1C1=C2C(=NC(=C1)N)NC=C2)C